CC1=NC=CC=C1C1=CC(OC2=CC(=CC=C12)OCCC)=O 4-(2-methylpyridin-3-yl)-7-propoxy-2H-chromen-2-one